5-chloro-N-(3-fluoro-4-{5-fluoro-2-[(oxetan-3-yl)amino]quinazolin-6-yl}pyridin-2-yl)-2-methoxypyridine-3-sulfonamide ClC=1C=C(C(=NC1)OC)S(=O)(=O)NC1=NC=CC(=C1F)C=1C(=C2C=NC(=NC2=CC1)NC1COC1)F